C(C)(C)N1C(=NN=C1)C1=CC=CC(=N1)N1C(=CC(=C1)C1=CC=CC=C1)C(=O)N (6-(4-isopropyl-4H-1,2,4-triazol-3-yl)pyridin-2-yl)-4-phenyl-1H-pyrrole-2-carboxamide